1-tert-butyl-N-{[3-(4-{[(3R,4S)-1,3-dimethylpiperidin-4-yl]amino}-1-(2,2,2-trifluoroethyl)-1H-indol-2-yl)-1,2,4-oxadiazol-5-yl]methyl}-1H-pyrazole-4-carboxamide C(C)(C)(C)N1N=CC(=C1)C(=O)NCC1=NC(=NO1)C=1N(C2=CC=CC(=C2C1)N[C@@H]1[C@@H](CN(CC1)C)C)CC(F)(F)F